N1=C(C=CC=C1)CNCC1=CC=C(C=C1)CN(C1CCCC=2C=CC=NC12)CC=1OC=CC1 N-(2-pyridylmethyl)-N'-[2-furylmethyl]-N'-(5,6,7,8-tetrahydro-8-quinolinyl)-1,4-xylylenediamine